NC(C1=C(C=C(C(=C1)Cl)Cl)O)C1CCN(CC1)CC1=NOC(=C1)C 2-[amino([1-[(5-methyl-1,2-oxazol-3-yl)methyl]piperidin-4-yl])methyl]-4,5-dichlorophenol